2,4,6-tris(2-hydroxy-3-methyl-4-benzyloxyphenyl)-1,3,5-triazine OC1=C(C=CC(=C1C)OCC1=CC=CC=C1)C1=NC(=NC(=N1)C1=C(C(=C(C=C1)OCC1=CC=CC=C1)C)O)C1=C(C(=C(C=C1)OCC1=CC=CC=C1)C)O